[Ag].[B].[Li] lithium-boron-silver